C(CCCCCCCCCCCCC)C=1C(=C(C=CC1)NC1=CC=CC=C1)CCCCCCCCCCCCCC ditetradecyl-diphenylamine